dicyclopentyl-(4-fluorophenyl)phosphine C1(CCCC1)P(C1=CC=C(C=C1)F)C1CCCC1